FC(C1=NN=C(S1)N1C(N(C2=C1C=C(C=C2)S(=O)(=O)Cl)CCOC)=O)F 3-[5-(difluoromethyl)-1,3,4-thiadiazol-2-yl]-1-(2-methoxyethyl)-2-oxo-1,3-benzodiazole-5-sulfonyl chloride